OC(CCCCC(C(=O)OC)(C)C1=CC(=CC=C1)I)C#C[Si](C)(C)C methyl 7-hydroxy-2-(3-iodophenyl)-2-methyl-9-(trimethylsilyl)non-8-ynoate